N-(4-(2,6-dioxopiperidin-3-yl)phenyl)-7-oxo-7-(piperidin-1-yl)heptylamide O=C1NC(CCC1C1=CC=C(C=C1)[N-]CCCCCCC(N1CCCCC1)=O)=O